1-(6-cyano-5-(trifluoromethyl)pyridin-3-yl)-4-fluoropiperidine-4-carboxylic acid C(#N)C1=C(C=C(C=N1)N1CCC(CC1)(C(=O)O)F)C(F)(F)F